1-methyl-1,3-cyclohexadiene CC1=CC=CCC1